C[C@@H]1OCCCC1 (2S,4S)-2-methyltetrahydro-2H-pyran